OC[C@H](C1=CC=CC=C1)NC1=CC(=NC=C1C1=NC(=NO1)C12CCN(CC1)CC2)NC2=CC=C1C(N3C(C1=C2)COCC3)=O 9-((4-(((S)-2-hydroxy-1-phenylethyl)amino)-5-(3-(quinuclidin-4-yl)-1,2,4-oxadiazol-5-yl)pyridin-2-yl)amino)-1,3,4,10b-tetrahydro-6H-[1,4]oxazino[3,4-a]isoindol-6-one